tert-butyl-2-(3-(hydroxymethyl)piperidin-1-yl)-N-(2-sulfamylpyridin-4-yl)-5-(trifluoromethyl)-nicotinamide C(C)(C)(C)C1=NC(=C(C(=O)NC2=CC(=NC=C2)S(N)(=O)=O)C=C1C(F)(F)F)N1CC(CCC1)CO